ClC1=NC2=CC(=CC=C2C(N1COCC[Si](C)(C)C)=O)Cl 2,7-dichloro-3-((2-(trimethylsilanyl)ethoxy)methyl)quinazolin-4(3H)-one